(6-methylpyrimidin-4-yl)-1H-pyrazole-3-carboxylic acid CC1=CC(=NC=N1)N1N=C(C=C1)C(=O)O